(E,E)-2,4-hexadienal C(\C=C\C=C\C)=O